C(C)(C)(C)OC(=O)N1C(CNCC1)C(N[C@@H]1[C@H](CCC1)O)=O 2-(((1S,2S)-2-hydroxycyclopentyl)carbamoyl)piperazine-1-carboxylic acid tert-butyl ester